4-(3'-(N,N-dimethylsulfamoyl)-[1,1'-biphenyl]-4-yl)-1H-1,2,3-triazole-5-carboxylic acid CN(S(=O)(=O)C=1C=C(C=CC1)C1=CC=C(C=C1)C=1N=NNC1C(=O)O)C